C12C(CC(CC1)C2)OC2=NC=CC=C2C(=O)N 2-norbornan-2-yloxy-pyridine-3-carboxamide